3-((R)-3-((5-Chloro-4-(1H-indol-3-yl)pyrimidin-2-yl)amino)pyrrolidin-1-yl)piperidine-1-carboxylic acid tertButyl ester C(C)(C)(C)OC(=O)N1CC(CCC1)N1C[C@@H](CC1)NC1=NC=C(C(=N1)C1=CNC2=CC=CC=C12)Cl